BrC=1C(=NC(=NC1)NC1=C(C=C(C(=C1)C)N1CCC(CC1)N1CCN(CC1)C)OC)NC1=C(C=CC=C1)O 2-((5-Bromo-2-((2-methoxy-5-methyl-4-(4-(4-methylpiperazin-1-yl)piperidin-1-yl)phenyl)amino)pyrimidin-4-yl)amino)phenol